2-((R)-tetrahydrofuran-3-yl)-N-(4-((R*)-5,6,7,8-tetrahydroimidazo[1,5-a]pyridin-8-yl)phenyl)acetamide O1C[C@H](CC1)CC(=O)NC1=CC=C(C=C1)[C@@H]1C=2N(CCC1)C=NC2 |o1:15|